(6-methoxy-6'-((trifluoromethyl)thio)-[2,3'-bipyridin]-5-yl)-5-methyl-3-phenylisoxazole-4-carboxamide COC1=C(C=CC(=N1)C=1C=NC(=CC1)SC(F)(F)F)NC(=O)C=1C(=NOC1C)C1=CC=CC=C1